C(C=1SC=2CNCCC2N1)([2H])([2H])[2H] 2-(methyl-d3)-4,5,6,7-tetrahydrothiazolo[5,4-c]pyridine